IC1=NN(C=C1C)C1=CC2=C(N(CCO2)CC(=O)NC(C)C)C=C1 2-[7-(3-iodo-4-methyl-pyrazol-1-yl)-2,3-dihydro-1,4-benzoxazin-4-yl]-N-isopropyl-acetamide